OCCN(CCN(CC)CC)CC N-(2-hydroxyethyl)-N,N',N'-triethyl-ethylenediamine